C1(CC1)N1N=C(C(=C1)C(=O)OCC)C(F)(F)F ethyl 1-cyclopropyl-3-(trifluoromethyl)-1H-pyrazole-4-carboxylate